tritolylphosphine CC1=CC=CC=C1P(C2=CC=CC=C2C)C3=CC=CC=C3C